NC=1C2=C(N=CN1)N(C=C2)[C@@H]2O[C@@H]([C@H]([C@H]2O)O)[C@@H]2OCCC1=CC(=C(C=C21)F)F (2R,3R,4S,5S)-2-(4-amino-7H-pyrrolo[2,3-d]pyrimidin-7-yl)-5-((R)-6,7-difluoroisochroman-1-yl)tetrahydrofuran-3,4-diol